5-vinylnorbornyl-2-ene C(=C)C1C2C=CC(C1)C2